4-(2-(M-tolyl)thieno[3,2-b]pyridin-7-yl)morpholine C1(=CC(=CC=C1)C1=CC2=NC=CC(=C2S1)N1CCOCC1)C